[Li].N1N=CN=C1 1,2,4-triazole lithium salt